BrC1=CC2=C(N=C(O2)C)C(=C1)OC 6-bromo-4-methoxy-2-methyl-1,3-benzoxazole